tert-Butyl 4-((4-(2,2-difluoroethyl)-2-(4-(methoxycarbonyl)-3-propionamidophenyl)piperazin-1-yl)methyl)-5-methoxy-7-methyl-1H-indole-1-carboxylate FC(CN1CC(N(CC1)CC1=C2C=CN(C2=C(C=C1OC)C)C(=O)OC(C)(C)C)C1=CC(=C(C=C1)C(=O)OC)NC(CC)=O)F